tert-butyl 2-[6-(2-pyridin-4-ylethyl)quinazolin-4-yl]-2,7-diazaspiro[3.5]nonane-7-carboxylate N1=CC=C(C=C1)CCC=1C=C2C(=NC=NC2=CC1)N1CC2(C1)CCN(CC2)C(=O)OC(C)(C)C